[Fe+2].[NH+]1=C(C=CC=C1)C picolinium iron